F/C=C(\CNC(OC(C)(C)C)=O)/CS tert-butyl (E)-(3-fluoro-2-(mercaptomethyl)allyl)carbamate